[Cl-].C(=O)(O)C1=CC=C(C[N+]2=CN(C3=C2C=CC=C3)CC3=CC=C(C=C3)C(=O)O)C=C1 1,3-bis(4-carboxybenzyl)-benzimidazolium chloride